CN(CCCNC(CN1CCC(=CC1)C=1C=C2C=CC=NC2=C(C1)O)=O)C N-(3-(dimethylamino)propyl)-2-(4-(8-hydroxyquinolin-6-yl)-3,6-dihydropyridin-1(2H)-yl)acetamide